(4-(6-(4-chlorophenyl)-2-(pyridin-3-yl)pyrimidin-4-yl)piperazin-1-yl)but-3-en-1-one ClC1=CC=C(C=C1)C1=CC(=NC(=N1)C=1C=NC=CC1)N1CCN(CC1)C(CC=C)=O